2-(benzylamino)-4-(trifluoromethyl)benzoic acid C(C1=CC=CC=C1)NC1=C(C(=O)O)C=CC(=C1)C(F)(F)F